CN1CCN(CC1)CCCCN(CCC(=O)OCC(CCCCCCCCCC)CCCCCCCC)CCC(=O)OCC(CCCCCCCCCC)CCCCCCCC 2-octyldodecyl 3-[4-(4-methylpiperazin-1-yl) butyl-[3-(2-octyldodecoxy)-3-oxopropyl]amino]propanoate